(E)-2-(3-bromobenzylidene)cyclobutanol BrC=1C=C(\C=C/2\C(CC2)O)C=CC1